C(#N)[C@H](C)NC(C1=CC=C(C=C1)C1=NC(=NC=C1C)NC=1C=NN(C1)C1CC(C1)(F)F)=O (S)-N-(1-cyanoethyl)-4-(2-((1-(3,3-difluorocyclobutyl)-1H-pyrazol-4-yl)amino)-5-methylpyrimidin-4-yl)benzamide